C1(CCCCC1)P(C1=C(SC=C1P(C1CCCCC1)C1CCCCC1)C1CCCC1)C1CCCCC1 3,4-bis(dicyclohexylphosphino)-2-cyclopentyl-thiophene